N-[4'-(trifluoromethylthio)biphenyl-2-yl]-3-difluoromethyl-1-methyl-1H-pyrazole-4-carboxamide FC(SC1=CC=C(C=C1)C1=C(C=CC=C1)NC(=O)C=1C(=NN(C1)C)C(F)F)(F)F